Tin aluminum [Al].[Sn]